C(C)(C)(C)OC(=O)N1C(CCC1)C1=C(C=NN1)C (4-methyl-1H-pyrazol-5-yl)pyrrolidine-1-carboxylic acid tert-butyl ester